4-(dimethylphosphoryl)-5-hydroxy-2-(4-methoxybenzyl)pyridazin-3(2H)-one CP(=O)(C)C=1C(N(N=CC1O)CC1=CC=C(C=C1)OC)=O